BrC1=CC=C(C=C1)C1=NC(=NN1CC)C(F)(F)F 5-(4-bromophenyl)-1-ethyl-3-(trifluoromethyl)-1H-1,2,4-triazole